CC1=CC=2OC=C(C(C2S1)=O)C 2,6-dimethyl-7H-thieno[3,2-b]pyran-7-one